(1S,3S,4S)-2-((3-chlorophenyl)-D-alanyl)-N-((R)-1-cyano-2-((S)-2-oxopiperidin-3-yl)ethyl)-5,5-difluoro-2-azabicyclo[2.2.2]octane-3-carboxamide ClC=1C=C(C=CC1)N[C@H](C)C(=O)N1[C@@H]2CC([C@H]([C@H]1C(=O)N[C@H](C[C@H]1C(NCCC1)=O)C#N)CC2)(F)F